N1,N1'-([1,1'-biphenyl]-3,5-diylbis(methylene))bis(N3-(3-(butylamino)propyl)propane-1,3-diamine) C1(=CC(=CC(=C1)CNCCCNCCCNCCCC)CNCCCNCCCNCCCC)C1=CC=CC=C1